5-[2-[5-(2-aminoethyl)pyridin-2-yl]-5-fluorophenoxy]-N-(2,2-difluoroethyl)-N-ethyl-1-methylpyrazol-3-amine NCCC=1C=CC(=NC1)C1=C(OC2=CC(=NN2C)N(CC)CC(F)F)C=C(C=C1)F